NC1=CC=NN1C1=NN=C(S1)NC(=O)C1=CC(=C(C(O1)=O)O[C@@H](CO)COC)C1=C(C=CC=C1OC)OC (S)-N-(5-(5-amino-1H-pyrazol-1-yl)-1,3,4-thiadiazol-2-yl)-4-(2,6-dimethoxyphenyl)-3-((1-hydroxy-3-methoxypropan-2-yl)oxy)-2-oxo-2H-pyran-6-carboxamide